chloro-3-((3S,4R)-4-hydroxytetrahydrofuran-3-yl)-8-(1-methyl-1H-pyrazol-4-yl)pyrido[3,4-d]pyrimidin-4(3H)-one ClC=1N(C(C2=C(N1)C(=NC=C2)C=2C=NN(C2)C)=O)[C@H]2COC[C@@H]2O